N-(tert-butyl)-2-butyl-1-((1-methylpiperidin-4-yl)methyl)-7-(tetrahydro-2H-pyran-4-yl)-1H-imidazo[4,5-d]thieno[3,2-b]pyridine-4-amine C(C)(C)(C)NC1=C2C(=C3C(=N1)C=C(S3)C3CCOCC3)N(C(=N2)CCCC)CC2CCN(CC2)C